1-Methyl-4-[4-methyl-4-(5-methyl-1,3-benzoxazol-2-yl)piperidin-1-yl]-2-oxo-7-propoxy-1,2-dihydro-quinoline-3-carbonitrile CN1C(C(=C(C2=CC=C(C=C12)OCCC)N1CCC(CC1)(C=1OC2=C(N1)C=C(C=C2)C)C)C#N)=O